CC(C(=O)OC)C(=O)C=1SC=C(C1)C1=CN(C2=C(C=CC=C12)F)C(=O)OC(C)(C)C Methyl 2-methyl-3-(4-(7-fluoro-1-Boc-1H-indol-3-yl) thiophen-2-yl)-3-oxopropanoate